C(C1=CC=CC=C1)SC1=CC(NC2=CC(=CC=C12)Cl)=O 4-benzylmercapto-7-chloro-1H-quinolin-2-one